O(Cl)Cl.[Mg] magnesium oxychloride salt